4-(hydroxymethyl)-pyrrolidine-2-one OCC1CC(NC1)=O